NC1=NC=2C=CC=CC2C2=C1N=C(N2CC2=CC=C(C=C2)CN2CCCC2)CC(=O)O 2-[4-amino-1-({4-[(pyrrolidin-1-yl)methyl]phenyl}methyl)-1H-imidazo[4,5-c]quinolin-2-yl]acetic acid